BrC1=CC=CC(=N1)OCC=1C(=NC(=CC1)C(F)(F)F)CCCOC1=C(C=C(C(=C1)B1OC(C(O1)(C)C)(C)C)C)CC(=O)OC methyl 2-[2-[3-[3-[(6-bromo-2-pyridyl)oxymethyl]-6-(trifluoromethyl)-2-pyridyl]propoxy]-5-methyl-4-(4,4,5,5-tetramethyl-1,3,2-dioxaborolan-2-yl)phenyl]acetate